1,3-divinylhexamethyltrisiloxane C(=C)[Si](O[Si](O[Si](C)(C)C)(C=C)C)(C)C